(2R,6R)-4-(3-(5-(difluoromethyl)-1,3,4-thiadiazol-2-yl)-6-(N-(1-methylcyclopropyl)sulfamoyl)imidazo[1,5-a]pyridin-8-yl)-N,6-dimethylmorpholine-2-carboxamide FC(C1=NN=C(S1)C1=NC=C2N1C=C(C=C2N2C[C@@H](O[C@@H](C2)C)C(=O)NC)S(NC2(CC2)C)(=O)=O)F